(R)-8-chloro-1-methyl-2,3,4,5-tetrahydro-1H-3-benzazepine hemitartrate C(=O)(O)C(O)C(O)C(=O)O.ClC=1C=CC2=C([C@H](CNCC2)C)C1.ClC=1C=CC2=C([C@H](CNCC2)C)C1